N-(1-naphthyl)-N-[4-(trifluoromethyl)phenyl]Amine C1(=CC=CC2=CC=CC=C12)NC1=CC=C(C=C1)C(F)(F)F